[Cr].[Ni].[Al].[Cr].[Fe] iron chromium aluminum nickel chromium